2-(((6-(1H-pyrazol-1-yl)pyridin-3-yl)methyl)sulfinyl)-3-acetyl-8-bromo-5-chloroquinolin N1(N=CC=C1)C1=CC=C(C=N1)CS(=O)C1=NC2=C(C=CC(=C2C=C1C(C)=O)Cl)Br